chloromethyl (ethyl-d5) carbonate C(OCCl)(OC(C([2H])([2H])[2H])([2H])[2H])=O